N(N)C1=NC=C(C(=O)N[C@H](C)C(=O)N2[C@@H](CCC2)B(O)O)C=C1 ((R)-1-((6-hydrazinonicotinoyl)-D-alanyl)pyrrolidin-2-yl)boronic acid